NC(CC)C(CC(C(CC)N)C)O 3,7-diamino-6-methylnonan-4-ol